(2S)-1-hydroxy-2-((S)-2-(((1-(3-methoxybenzyl)cyclopropoxy)carbonyl)amino)-4-methylpentanamido)-3-((S)-2-oxopyrrolidin-3-yl)propane-1-sulfonate OC([C@H](C[C@H]1C(NCC1)=O)NC([C@H](CC(C)C)NC(=O)OC1(CC1)CC1=CC(=CC=C1)OC)=O)S(=O)(=O)[O-]